benzyl 4-(((1r,4r)-4-((tert-butoxycarbonyl)amino)-1-fluorocyclohexyl)methyl)piperazine-1-carboxylate C(C)(C)(C)OC(=O)NC1CCC(CC1)(F)CN1CCN(CC1)C(=O)OCC1=CC=CC=C1